C(CCCCC)C(C(=O)Cl)CCCCCCCC 2-hexyl-decanoic acid chloride